3-(3-bromophenyl)-2,4-dioxo-1,3,7-triazaspiro[4.4]nonane-7-carboxylic acid tert-butyl ester C(C)(C)(C)OC(=O)N1CC2(C(N(C(N2)=O)C2=CC(=CC=C2)Br)=O)CC1